P(O)(O)O.P(O)(O)O.P(O)(O)O.C(CCCCCCCCCCCCCCCCC)[C@@](C(O)(CCCCCCCCCCCCCCCCCC)CCCCCCCCCCCCCCCCCC)(O)[C@@H](O)[C@H](O)[C@H](O)CO Tristearylsorbitol triphosphite